OCC(=O)[C@@H](O)[C@H](O)[C@@H](O)[C@H](O)CO idoheptulose